di-tert-butyl 3,3'-((2-(6-azidohexanamido) propane-1,3-diyl)bis(oxy))dipropionate N(=[N+]=[N-])CCCCCC(=O)NC(COCCC(=O)OC(C)(C)C)COCCC(=O)OC(C)(C)C